C(C)(=O)[O-].[Ni+].[Cl-].C(CCC)[NH+]1C(=CC=C1)CC 1-Butyl-2-ethylpyrrolium chlorid nickel acetate